Hydroxycholesterol 3-sulfate sodium salt [Na+].S(=O)(=O)([O-])O[C@@H]1CC2=CC[C@H]3[C@@H]4CC[C@H]([C@@H](CCCC(CO)C)C)[C@]4(CC[C@@H]3[C@]2(CC1)C)C